N12CCCCCC2=NCCC1 1,8-diazabicyclo(5.4.0)undecan-7-ene